2,2-bis(3,5-dichlorophenyl)propane ClC=1C=C(C=C(C1)Cl)C(C)(C)C1=CC(=CC(=C1)Cl)Cl